C12CC(CC(CC1)N2)C2=C(C=C(C=N2)NC2=NC=C(C(=N2)NC=2C=CC1=C(NC(O1)=O)C2)C)C 5-(2-(6-(8-aza-bicyclo[3.2.1]octan-3-yl)-5-methylpyridin-3-ylamino)-5-methylpyrimidin-4-ylamino)benzo[d]oxazol-2(3H)-one